2-(3-fluoro-5-bromophenoxy)acetyl chloride FC=1C=C(OCC(=O)Cl)C=C(C1)Br